BrC1=CC=2N(C(N(C(C2S1)=O)C=1C=NC=C(C1)Cl)=O)CCC#N 3-(6-bromo-3-(5-chloropyridin-3-yl)-2,4-dioxo-3,4-dihydrothieno[3,2-d]pyrimidin-1(2H)-yl)propionitrile